1-cyano-4'-n-octyl-biphenyl C(#N)C1(CC=CC=C1)C1=CC=C(C=C1)CCCCCCCC